cyclopropyl (6aR,7aS)-2-((R)-1-(4-fluorobenzamido)-ethyl)-6,6a,7,7a-tetrahydro-5H-cyclopropa[c][1,5]naphthyridine-5-carboxylate FC1=CC=C(C(=O)N[C@H](C)C=2N=C3[C@@H]4[C@H](CN(C3=CC2)C(=O)OC2CC2)C4)C=C1